ClC1=NC=C(C(=N1)C=1C=NC2=CC=CC=C2C1)C1CC1 3-(2-chloro-5-cyclopropyl-pyrimidin-4-yl)quinoline